FC(C=1C(=C(C=CC1)[C@@H](C)NC=1C2=C(N=C(N1)C)C=NC(=C2)N2CCN(CC2)C(C(C)(F)F)=O)F)F 1-{4-[4-({(1R)-1-[3-(difluoromethyl)-2-fluorophenyl]ethyl}amino)-2-methylpyrido[3,4-d]pyrimidin-6-yl]piperazin-1-yl}-2,2-difluoropropan-1-one